[1-(2-Chloro-6-fluorophenyl)-piperidin-4-yl]-{1-[3-(2-cyclopropyl-benzylamino)-1-methyl-1H-pyrazol-4-yl]-ethyl}-amine ClC1=C(C(=CC=C1)F)N1CCC(CC1)NC(C)C=1C(=NN(C1)C)NCC1=C(C=CC=C1)C1CC1